C(C=C)(=O)N1C[C@H](C[C@@H]1COC)N1N=C(C(=C1NC)C(=O)N)C#CC1=CC2=C(N(C=N2)C(C)C)C=C1F (3S,5R)-1-Acryloyl-5-(methoxymethyl)pyrrolidin-3-yl-3-((6-fluoro-1-isopropyl-1H-benzo[d]imidazol-5-yl)ethynyl)-5-(methylamino)-1H-pyrazole-4-carboxamide